ClC=1C=CC=2N(C1)N=CC2S(=O)(=O)NC=2C(=NC(=C(C2)F)OCC(F)F)OC([2H])([2H])[2H] 6-chloro-N-(6-(2,2-difluoroethoxy)-5-fluoro-2-(methoxy-d3)pyridin-3-yl)pyrazolo[1,5-a]pyridine-3-sulfonamide